N-((1R,4R)-4-((2-(6-(2-(pyridin-4-yl)ethyl)quinazolin-4-yl)-2,7-diazaspiro[3.5]nonan-7-yl)methyl)cyclohexyl)ethanesulfonamide N1=CC=C(C=C1)CCC=1C=C2C(=NC=NC2=CC1)N1CC2(C1)CCN(CC2)CC2CCC(CC2)NS(=O)(=O)CC